(E)-N-hydroxy-3-(4-((quinolin-8-ylamino)methyl)phenyl)acrylamide ONC(\C=C\C1=CC=C(C=C1)CNC=1C=CC=C2C=CC=NC12)=O